Adenosine 3'-phosphate 5'-phosphosulfate lithium SALT HYDRATE [Li+].[Li+].[Li+].[Li+].C1=NC(=C2C(=N1)N(C=N2)[C@H]3[C@@H]([C@@H]([C@H](O3)COP(=O)([O-])OS(=O)(=O)[O-])OP(=O)([O-])[O-])O)N.O